N-[(3R,4S)-1-(1-fluorocyclobutanecarbonyl)-3-[[(1s,4s)-4-phenylcyclohexyl]methoxy]piperidin-4-yl]methanesulfonamide FC1(CCC1)C(=O)N1C[C@H]([C@H](CC1)NS(=O)(=O)C)OCC1CCC(CC1)C1=CC=CC=C1